CN(C1CCC(CC1)NC1=NC=C2C(=N1)N(C(N(C2)C2=C(C=C(C=N2)NS(=O)(=O)CC2=CC=C(C=C2)F)F)=O)C(C)C)C N-(6-(7-(((1r,4r)-4-(dimethylamino)cyclohexyl)amino)-1-isopropyl-2-oxo-1,4-dihydropyrimido[4,5-d]pyrimidin-3(2H)-yl)-5-fluoropyridin-3-yl)-1-(4-fluorophenyl)methanesulfonamide